NC=1C(=NC(=CC1)OC)C(=O)N 3-amino-6-methoxypicolinamide